N-[(2-amino-3-chloroquinolin-7-yl)methyl]-6-ethyl-N-(4-fluoro-2-methanesulfonylphenyl)pyridine-3-carboxamide NC1=NC2=CC(=CC=C2C=C1Cl)CN(C(=O)C=1C=NC(=CC1)CC)C1=C(C=C(C=C1)F)S(=O)(=O)C